3-((1R,2S,4R,6R)-5,5,6-trimethylbicyclo[2.2.1]heptan-2-yl)-cyclohexanol CC1([C@@H]2C[C@H]([C@H]([C@H]1C)C2)C2CC(CCC2)O)C